9-(4,6-diphenyl-pyrimidin-2-yl)-9'-phenyl-3,3'-bi-9H-carbazole C1(=CC=CC=C1)C1=NC(=NC(=C1)C1=CC=CC=C1)N1C2=CC=CC=C2C=2C=C(C=CC12)C=1C=CC=2N(C3=CC=CC=C3C2C1)C1=CC=CC=C1